2-[(2R,6R)-2-(6-benzyloxy-3-pyridyl)-6-methyl-tetrahydropyran-4-yl]-6,7-dimethyl-4-[3-(trifluoromethyl)-1-bicyclo[1.1.1]-pentanyl]pteridine C(C1=CC=CC=C1)OC1=CC=C(C=N1)[C@@H]1O[C@@H](CC(C1)C1=NC2=NC(=C(N=C2C(=N1)C12CC(C1)(C2)C(F)(F)F)C)C)C